C1(CCCC1)C1=CC=C2C=C(C(NC2=C1)=O)C(=O)OC1=C(C(=C(C(=C1F)F)F)F)F 2,3,4,5,6-pentafluorophenyl 7-cyclopentyl-2-oxo-1H-quinoline-3-carboxylate